OC(CCC(=O)O)C 4-hydroxyvaleric acid